FC(C=1C=C(C=CC1F)C=1C=C2C(=NC1)N(C(N2CC=2C=NC=C(C2)F)=O)C)F 6-[3-(difluoromethyl)-4-fluoro-phenyl]-1-[(5-fluoro-3-pyridinyl)methyl]-3-methyl-imidazo[4,5-b]pyridin-2-one